2-methyl-4-chloro(phenoxy)propionic acid CC(C(=O)O)(C)OC1=CC=C(C=C1)Cl